((1R,3s,5S)-8-(pyridin-4-ylmethyl)-8-azabicyclo[3.2.1]oct-3-yl)-1H-indole-6-carboxamide N1=CC=C(C=C1)CN1[C@H]2CC(C[C@@H]1CC2)N2C=CC1=CC=C(C=C21)C(=O)N